ClC1=C(C(NC=2C3=C(CC(C12)C(C)C)C=C(C(=C3)OC)OCCCOC)=O)C(=O)O 4-chloro-5-isopropyl-9-methoxy-8-(3-methoxypropoxy)-2-oxo-1,2,5,6-tetrahydrobenzo[h]quinoline-3-carboxylic acid